ClC1=CC=2N(C=C1C(F)(F)F)N=C(N2)N[C@@H](C)C(=O)N |r| N2-[7-chloro-6-(trifluoromethyl)[1,2,4]triazolo[1,5-a]pyridin-2-yl]-DL-alaninamide